((S)-1-((1R,2S,5S)-2-(((S)-1-amino-1-oxo-3-((S)-2-oxopyrrolidin-3-yl)propan-2-yl)carbamoyl)-6,6-dimethyl-3-azabicyclo[3.1.0]hex-3-yl)-3,3-dimethyl-1-oxobutan-2-yl)carbamic acid NC([C@H](C[C@H]1C(NCC1)=O)NC(=O)[C@@H]1[C@H]2C([C@H]2CN1C([C@H](C(C)(C)C)NC(O)=O)=O)(C)C)=O